cholestanyl-(cholestanyl)oxy-3,5-diaminobenzene C(C(C)CCC[C@@H](C)[C@H]1CC[C@H]2[C@@H]3CCC4CCCC[C@]4(C)[C@H]3CC[C@]12C)C1=C(C=C(C=C1N)N)OCC(C)CCC[C@@H](C)[C@H]1CC[C@H]2[C@@H]3CCC4CCCC[C@]4(C)[C@H]3CC[C@]12C